CCC(CC)N1N=CC(=C1)C=1C=2N(C=C(N1)C=1C=NN(C1)[C@H]([C@H](C)O)C)N=CC2 (2S,3S)-3-(4-(4-(1-(pentan-3-yl)-1H-pyrazol-4-yl)pyrazolo[1,5-a]pyrazin-6-yl)-1H-pyrazol-1-yl)butan-2-ol